COC=C1C[C@H](N(C1)C(=O)OC(C)(C)C)C(=O)OC 1-(tert-butyl) 2-methyl (S)-4-(methoxymethylene)pyrrolidine-1,2-dicarboxylate